ClC=1C=C2C(=CN1)OC(=C2)C#N 5-chlorofuro[2,3-c]pyridine-2-carbonitrile